(trifluoromethyl)sulfanide FC(F)(F)[S-]